OCC(=CCOP([O-])(=O)OP(=O)([O-])[O-])C 4-hydroxy-3-methylbut-2-enyl-diphosphate